C(C)(C)(C)OC(=O)NCC1(CCC1)C(=O)O 1-(((tert-butoxycarbonyl)amino)methyl)cyclobutane-1-carboxylic acid